N-(2',4',5'-trifluorobiphenyl-2-yl)-3-difluoromethyl-5-fluoro-1-methylpyrazol-4-ylcarboxamide FC1=C(C=C(C(=C1)F)F)C1=C(C=CC=C1)NC(=O)C=1C(=NN(C1F)C)C(F)F